C(C1=CC=CC=C1)C(CC(C)C)(C)NC(=O)C=1C=NC2=C(C=CC=C2C1)F N-(1-benzyl-1,3-dimethyl-butyl)-8-fluoro-quinoline-3-carboxamide